5-Bromo-1-methyl-3-(5-(oxetan-3-yl)-4,5,6,7-tetrahydropyrazolo[1,5-a]pyrazin-2-ylamino)pyridin-2(1H)-one BrC=1C=C(C(N(C1)C)=O)NC1=NN2C(CN(CC2)C2COC2)=C1